2,4-diamino-6-undecyl-triazine NN1NC(=CC(=N1)N)CCCCCCCCCCC